C1C=C(C2=CC=CC=C12)CC1=NC(=CC=C1)CC1=CCC2=CC=CC=C12 2,6-bis((1H-inden-3-yl)methyl)pyridine